6-((allyloxy)carbonyl)-2-(tert-butoxycarbonyl)-2,6-diazaspiro[3.4]octane-8-carboxylic acid C(C=C)OC(=O)N1CC2(CN(C2)C(=O)OC(C)(C)C)C(C1)C(=O)O